C[C@H]1[C@@H]2CCC(=C3[C@@H]([C@H]2OC1=O)C(=CC3=O)CO)C The molecule is a sesquiterpene lactone obtained by formal hydrogenation across the 11,13-double bond of 8-deoxylactucin. Found in chicory It has a role as a plant metabolite. It is an azulenofuran, a cyclic terpene ketone, an enone, a sesquiterpene lactone and a primary alcohol. It derives from a lactucin.